C(=O)(OC(C)(C)C)N1[C@H](CN[C@@H](C1)C)C N-Boc-(2s,5r)-2,5-dimethylpiperazine